5-(1-aminoisoquinolin-5-yl)-3-(2-(2-ethoxy-2-oxoethyl)-3-methylphenoxy)-2,3-dihydrospiro[indene-1,4'-piperidine]-1'-carboxylic acid isobutyl ester C(C(C)C)OC(=O)N1CCC2(CC1)CC(C1=CC(=CC=C12)C1=C2C=CN=C(C2=CC=C1)N)OC1=C(C(=CC=C1)C)CC(=O)OCC